[Ru+2].ClC1=C(C=CC(=C1)C)C(C)C chloro(p-cymene) ruthenium (II)